2,2,4,4-tetrafluoro-4H-benzo[d][1,3]dioxin FC1(OC(C2=C(O1)C=CC=C2)(F)F)F